O=C1C2=C(N=C(N1)N1CC(CCC1)C(=O)O)C(=CS2)C2=CC=CC=C2 1-(4-oxo-7-phenyl-3,4-dihydrothieno[3,2-d]pyrimidin-2-yl)piperidine-3-carboxylic acid